C(C)(C)(C)C1=CC(=NO1)NC(NC1=CC=C(C=C1)N1C=NC2=C1C=CC(=C2)OC(=O)N2CCOCC2)=O morpholine-4-carboxylic acid 1-{4-[3-(5-tert-butyl-isoxazol-3-yl)-ureido]-phenyl}-1H-benzimidazol-5-yl ester